(S)-9-amino-4-ethyl-8-fluoro-4-hydroxy-11-(hydroxymeth-yl)-1,12-dihydro-14H-pyrano-[3',4':6,7]indolizino[1,2-b]-quinoline-3,14(4H)-dione NC1=CC=2C(=C3C(=NC2C=C1F)C1=CC2=C(C(N1C3)=O)COC([C@]2(O)CC)=O)CO